CS(=O)(=O)O[C@@H]1[C@H](N(C1)C(C1=CC=CC=C1)C1=CC=CC=C1)C (2R,3S)-1-diphenylmethyl-2-methylazetidin-3-yl methanesulfonate